Cl.FC=1C=C(C#N)C=C(C1)C=1CCNCC1 3-fluoro-5-(1,2,3,6-tetrahydropyridin-4-yl)benzonitrile hydrochloride